CC(CCOCCC(C)O)O Dihydroxydibutylether